FCCCCCBr 5-fluoro-1-bromopentane